mono-n-butyl glutaconate C(C=CCC(=O)[O-])(=O)OCCCC